FC1=CC=C(C=C1)N1N=NC(=C1COC1=CC=C2C(=N1)CN(C2)C(C)=O)C 1-(2-{[1-(4-fluorophenyl)-4-methyl-1H-1,2,3-triazol-5-yl]methoxy}-5H,6H,7H-pyrrolo[3,4-b]pyridin-6-yl)ethan-1-one